(4-([1,2,4]triazolo[1,5-a]pyridin-7-yloxy)-3-methylphenyl)-5-((4,4-difluoro-1-methylpiperidin-3-yl)oxy)-6-methoxyquinazolin-4-amine N=1C=NN2C1C=C(C=C2)OC2=C(C=C(C=C2)C2=NC1=CC=C(C(=C1C(=N2)N)OC2CN(CCC2(F)F)C)OC)C